C1(CC1)C1C(C1)C=1C=CC(=C(OC(C(=O)[O-])=CO)C1)C 5-(2-cyclopropylcyclopropyl)-2-methyl-phenoxyl-3-hydroxy-prop-2-enoate